OC12CC(C1)(C2)N2C(CN(C(C2)=O)CC2=CC=C(C=C2)C(F)(F)F)=O 3-hydroxy-bicyclo[1.1.1]pentan-1-yl-4-(4-(trifluoromethyl)-benzyl)piperazine-2,5-dione